[N+](=O)([O-])C=1C=[N+](C2=CC=CC(=C2C1)O[C@@H]1CC[C@H](CC1)C(F)(F)F)[O-] 3-nitro-5-((trans-4-(trifluoromethyl)cyclohexyl)oxy)quinoline 1-oxide